2-(2-(3-Methoxyquinolin-5-yl)ethyl)isoindoline-1,3-dione COC=1C=NC2=CC=CC(=C2C1)CCN1C(C2=CC=CC=C2C1=O)=O